N-(2-Hydroxyethyl)-N,N-dimethyl-2,3-bis(tetradecyloxy)-1-propanaminium bromide [Br-].OCC[N+](CC(COCCCCCCCCCCCCCC)OCCCCCCCCCCCCCC)(C)C